ethyl 6-(methoxymethyl)-6-methyl-1-(oxan-2-yl)-5,7-dihydro-4H-indazole-3-carboxylate COCC1(CCC=2C(=NN(C2C1)C1OCCCC1)C(=O)OCC)C